[3-(4-amino-7-isopropyl-pyrrolo[2,3-d]pyrimidin-5-yl)-5-cyclopropyl-isoxazol-4-yl]boronic acid NC=1C2=C(N=CN1)N(C=C2C2=NOC(=C2B(O)O)C2CC2)C(C)C